CC=1NC(=C(C(C1C(=O)OCC)C(=O)OC1O[C@@H]([C@@H]([C@@H]([C@H]1OCC1=CC=CC=C1)OCC1=CC=CC=C1)OCC1=CC=CC=C1)COCC1=CC=CC=C1)C(=O)OCC)C 3,5-diethyl 4-((3R,4S,5S,6R)-3,4,5-tris(benzyloxy)-6-((benzyloxy) methyl) tetrahydro-2H-pyran-2-yl) 2,6-dimethyl-1,4-dihydropyridine-3,4,5-tricarboxylate